BrC1SC2(SC1)CCC1=CC=CC=C12 bromo-2,3-dihydrospiro[indene-1,2'-[1,3]dithiolane]